NCCCCSC1=C2C(N(C(C2=CC=C1)=O)C1C(NC(CC1)=O)=O)=O 4-((4-aminobutyl)thio)-2-(2,6-dioxopiperidin-3-yl)isoindoline-1,3-dione